C(CO)O 1,2-Ethylenglycol